NCC(CN1CC2=CC=CC=C2CC1)O 1-amino-3-(3,4-dihydroisoquinolin-2(1H)-yl)propan-2-ol